Cl.CC=1C(=CC2=C(C=NO2)C1)C(=O)O 5-methylbenzo[d]isoxazole-6-carboxylate hydrochloride salt